ClC=1C(=C(C=C2C(C(NC12)=O)(C)C)C(CC)O)F 7-chloro-6-fluoro-5-(1-hydroxypropyl)-3,3-dimethylindolin-2-one